2,2-difluoro-N-(4-fluoro-3-(trifluoromethyl)phenyl)-6-(5-(1-(2-hydroxy-2-methylpropanoyl)pyrrolidin-3-yl)-2-methoxybenzamido)benzo[d][1,3]dioxole-5-carboxamide FC1(OC2=C(O1)C=C(C(=C2)C(=O)NC2=CC(=C(C=C2)F)C(F)(F)F)NC(C2=C(C=CC(=C2)C2CN(CC2)C(C(C)(C)O)=O)OC)=O)F